3',5'-diphenylbiphenyl-4-amine C1(=CC=CC=C1)C=1C=C(C=C(C1)C1=CC=CC=C1)C1=CC=C(C=C1)N